N-((3-fluoropyridin-2-yl)methyl)-2-(2-((2-(7-((3-(oxazol-2-yl)phenyl)ethynyl)-1H-benzo[d]imidazol-2-yl)ethyl)amino)ethyl)oxazole-4-carboxamide FC=1C(=NC=CC1)CNC(=O)C=1N=C(OC1)CCNCCC1=NC2=C(N1)C(=CC=C2)C#CC2=CC(=CC=C2)C=2OC=CN2